N=1C=NN2C1C=C(C=C2)OC2=CC(=C(C=C2C)NC=2C1=C(N=CN2)C=CC(=N1)N1CC2(CCN2)C1)F N-(4-([1,2,4]triazolo[1,5-a]pyridin-7-yloxy)-2-fluoro-5-methylphenyl)-6-(1,6-diazaspiro[3.3]heptan-6-yl)pyrido[3,2-d]pyrimidin-4-amine